1-benzyl-3-phenyl-4,6-dihydropyrrolo[3,4-c]pyrazole-5(1H)-carbonitrile C(C1=CC=CC=C1)N1N=C(C2=C1CN(C2)C#N)C2=CC=CC=C2